COC(COCCOCCOCCO)O methoxytetraethylene glycol